S(=O)(=O)=CCOCOCCS 2-(2-sulfonylethoxymethoxy)ethanethiol